C[N+](CCC)(C)C N,N,N-trimethyl-propane-1-aminium